OCCN1N(N(CCC1)CCO)CCO trishydroxyethyl-hexahydrotriazine